FC=1C=CC(=NC1)OC[C@H]1CN([C@@H](CS1)C)C(=O)C1=C(C=CC=C1)N1N=CC=N1 (2R,5R)-2-{[(5-fluoropyridin-2-yl)oxy]methyl}-5-methyl-4-{[2-(2H-1,2,3-triazol-2-yl)phenyl]carbonyl}thiomorpholine